(E,Z)-2,4-decadienoic acid C(\C=C\C=C/CCCCC)(=O)O